CC1=NC=CC(=N1)C=1C=NN(C1)CC(=O)NC1=NC=C(C=C1)C1=NC=CN=C1 2-[4-(2-methylpyrimidin-4-yl)pyrazol-1-yl]-N-(5-pyrazin-2-yl-2-pyridyl)acetamide